NC1=CC=C(OCCOCCOC=2C=C(C=CC2)N)C=C1 3-[2-[2-(4-aminophenoxy)ethoxy]ethoxy]benzenamine